3-((L-serinyl)amino)-3,3-dideuterio-1-propanesulfonic acid N[C@@H](CO)C(=O)NC(CCS(=O)(=O)O)([2H])[2H]